C(C1=CC=CC=C1)N1CC=2C(=C(N=C(C2CC1)N1CC2CCC(C1)N2)OCC2(CC2)CN2CCOCC2)C#N 6-benzyl-1-(3,8-diazabicyclo[3.2.1]oct-3-yl)-3-((1-(morpholinomethyl)cyclopropyl)methoxy)-5,6,7,8-tetrahydro-2,6-naphthyridine-4-carbonitrile